2-([2-methyl-4-[5-(trifluoromethyl)-5-[3-(trifluoromethyl)-1H-pyrazol-5-yl]-4,5-dihydro-1,2-oxazol-3-yl]phenyl]formamido)-N-(2,2,2-trifluoroethyl)acetamide CC1=C(C=CC(=C1)C1=NOC(C1)(C1=CC(=NN1)C(F)(F)F)C(F)(F)F)C(=O)NCC(=O)NCC(F)(F)F